C(C1=CC=CC=C1)OC1=C(C=C(C(=C1)OCC1=CC=CC=C1)F)C1(COC1)NCC1=C(C(=NC=C1)NS(=O)(=O)C1CC1)F 3-[2,4-bis(benzyloxy)-5-fluorophenyl]-3-({[2-(cyclopropylsulfonylamino)-3-fluoro-4-pyridyl]methyl}amino)oxetane